CC(CO)(CCC=C)C 2,2-dimethylhex-5-en-1-ol